NC[C@@H](OC=1C(=NC=NC1)N)C 5-[(1S)-2-amino-1-methyl-ethoxy]pyrimidin-4-amine